tin-lead-copper [Cu].[Pb].[Sn]